3,3'-dimethoxy-1,1'-biphenyl COC=1C=C(C=CC1)C1=CC(=CC=C1)OC